C(C)OC(C(CC1=CC=C(C=C1)C=CS(=O)(=O)OC(F)F)NC(C1=CC=CC=C1)=O)=O 2-benzoylamino-3-(4-(2-((difluoromethoxy)sulfonyl)vinyl)phenyl)propanoic acid Ethyl ester